(E)-2-(2-(ethylsulfonyl)-4-(trifluoromethyl)phenyl)-5-(3,3,4,4,4-pentafluorobut-1-en-1-yl)-1-methyl-1H-imidazole C(C)S(=O)(=O)C1=C(C=CC(=C1)C(F)(F)F)C=1N(C(=CN1)\C=C\C(C(F)(F)F)(F)F)C